tert-Butyl cis-5-(((7-(cyclopentylamino)-5-fluoro-4-oxo-3,4-dihydroquinazolin-2-yl)methyl)thio)-3-fluoroazepane-1-carboxylate C1(CCCC1)NC1=CC(=C2C(NC(=NC2=C1)CS[C@@H]1C[C@@H](CN(CC1)C(=O)OC(C)(C)C)F)=O)F